C(C)(=O)C1=C(C2=C(N=C(N=C2)NC2=CC=C(C=N2)N2CCC(CC2)N2CCN(CC2)CC2=CC=C(C=C2)NC2C(NC(CC2)=O)=O)N(C1=O)C1CCCC1)C 3-((4-((4-(1-(6-((6-acetyl-8-cyclopentyl-5-methyl-7-oxo-7,8-dihydropyrido[2,3-d]pyrimidin-2-yl)amino)pyridin-3-yl)piperidin-4-yl)piperazin-1-yl)methyl)phenyl)amino)piperidine-2,6-dione